COC(NC1=CC=C2C3=C(NC([C@H](C/C=C/CCC(NC2=C1)=O)NC(C1=CC=C(C=C1)C#N)=O)=N3)Cl)=O [(E)-(S)-18-Chloro-15-(4-cyano-benzoylamino)-9-oxo-8,17,19-triaza-tricyclo[14.2.1.02,7]nonadeca-1(18),2,4,6,12,16(19)-hexaen-5-yl]-carbamic Acid methyl ester